N-(3-bromo-1-(6-(2-fluoropropan-2-yl)pyridin-2-yl)-1H-pyrazolo[4,3-c]pyridin-6-yl)acetamide BrC1=NN(C2=C1C=NC(=C2)NC(C)=O)C2=NC(=CC=C2)C(C)(C)F